Cl.C1OCCC2=CC(=CC=C12)CN[C@H](C(=O)O)CCC(C)(C)C (S)-2-((isochroman-6-ylmethyl)amino)-5,5-dimethylhexanoic acid hydrochloride